(R)-7-bromo-1,2,3,4-tetrahydroisoquinoline-3-carboxylic acid BrC1=CC=C2C[C@@H](NCC2=C1)C(=O)O